O1CCC(=CC1)C1=NN2C(NC(=C(C2=O)C2CCN(CC2)C(=O)OC(C)(C)C)C)=N1 tert-butyl 4-(2-(3,6-dihydro-2H-pyran-4-yl)-5-methyl-7-oxo-4,7-dihydro-[1,2,4]triazolo[1,5-a]pyrimidin-6-yl)piperidine-1-carboxylate